(2r,3r,4r,5s)-1-((2,3-dihydro-1H-inden-2-yl)methyl)-2-methylpiperidine-3,4,5-triol C1C(CC2=CC=CC=C12)CN1[C@@H]([C@H]([C@@H]([C@H](C1)O)O)O)C